(benzo[d][1,3]dioxol-5-yl)-2-((7-methyl-1H-imidazo[4,5-c]pyridin-2-yl)thio)acetamide O1COC2=C1C=CC(=C2)C(C(=O)N)SC=2NC1=C(C=NC=C1C)N2